N1(C=NC=C1)C(COC=1C=CC=C2C=C(N(C12)CC1CC1)CO)(C)C (7-(2-(1H-imidazol-1-yl)-2-methylpropyloxy)-1-(cyclopropylmethyl)-1H-indol-2-yl)methanol